(3R,4S)-3-(4-oxa-7-azaspiro[2.5]octan-7-yl)chroman-4-amine C1CC12OCCN(C2)[C@H]2COC1=CC=CC=C1[C@@H]2N